O=C1NC(C2=C(C=CC=C12)NC(=O)C1=NSC2=C1C=CC=C2)C2=C(C=CC=C2)C N-(1-oxo-3-(o-tolyl)isoindolin-4-yl)benzo[d]isothiazole-3-carboxamide